C(#N)CC1(CN(C2CNC12)C(=O)[O-])C 4-cyanomethyl-4-methyl-2,6-diazabicyclo[3.2.0]Heptane-2-carboxylate